C(CCCCCCCCCCC)(=O)[O-].[NH4+] Ammonium laurat